C(CC(C(=O)[O-])CC1=CC(=C(C(=C1)C(C)(C)C)O)C(C)(C)C)C(C(=O)[O-])CC1=CC(=C(C(=C1)C(C)(C)C)O)C(C)(C)C ethylenebis[3-(3,5-di-tert-butyl-4-hydroxyphenyl) propionate]